ClC1=NC=CC=2C3=C(C(N(C12)C)C)N(C(=N3)C3CC3)C 6-chloro-2-cyclopropyl-3,4,5-trimethyl-4,5-dihydro-3H-imidazo[4,5-c][1,7]naphthyridine